(S)-3-t-butoxycarbonylaminopyrrolidine C(C)(C)(C)OC(=O)N[C@@H]1CNCC1